(3-(2-hydroxypropoxy)benzyl)-6-(methylcarbamoyl)isonicotinic acid OC(COC=1C=C(CC2=C(C(=O)O)C=C(N=C2)C(NC)=O)C=CC1)C